tert-butyl N-[(1S)-1-{[(1S)-1-[5-(methoxymethyl)-1,2,4-oxadiazol-3-yl]-2,2-dimethylpropyl]carbamoyl}-4-(2-nitro-1H-imidazol-1-yl)butyl]carbamate COCC1=NC(=NO1)[C@H](C(C)(C)C)NC(=O)[C@H](CCCN1C(=NC=C1)[N+](=O)[O-])NC(OC(C)(C)C)=O